n-methyl-3-(2-((3-(4-methylpiperazin-1-yl)phenyl)amino)quinazolin-8-yl)benzamide CNC(C1=CC(=CC=C1)C=1C=CC=C2C=NC(=NC12)NC1=CC(=CC=C1)N1CCN(CC1)C)=O